CC=1C=C(C=CC1)S(=O)(=O)N1N=C(C=C1)C(=O)NCC1=CC(=NO1)C 1-(3-methylbenzene-1-sulfonyl)-N-[(3-methyl-1,2-oxazol-5-yl)methyl]-1H-pyrazole-3-carboxamide